Scandium fluoride [F-].[Sc+3].[F-].[F-]